N6-((2,2,2-trichloroethoxy)carbonyl)-L-lysinamide ClC(COC(=O)NCCCC[C@H](N)C(=O)N)(Cl)Cl